1,4-bis(2-maleimidophenoxy)-2,3,5-trimethylbenzene C1(C=CC(N1C1=C(OC2=C(C(=C(C(=C2)C)OC2=C(C=CC=C2)N2C(C=CC2=O)=O)C)C)C=CC=C1)=O)=O